(4-(2-chloroethoxy) phenyl) carbamate C(N)(OC1=CC=C(C=C1)OCCCl)=O